3-hydroxy-3-(phenylethynyl)azetidine-1-carboxylic acid tert-butyl ester C(C)(C)(C)OC(=O)N1CC(C1)(C#CC1=CC=CC=C1)O